3-[(1S)-hydroxyethyl]-phenyl N-ethylmethylcarbamate C(C)N(C(OC1=CC(=CC=C1)CCO)=O)C